C(C)N1CC(CCC1)=C 1-ethyl-3-methylenepiperidine